ClC1=CC(=C2C(=N1)N=C(O2)N[C@H]2CN(CCC2)C)C(=O)OC Methyl (R)-5-chloro-2-((1-methylpiperidin-3-yl)amino)oxazolo[4,5-b]pyridine-7-carboxylate